4,4'-diamino-3,3'-dicarboxy-5,5'-dimethoxybiphenyl NC1=C(C=C(C=C1OC)C1=CC(=C(C(=C1)OC)N)C(=O)O)C(=O)O